NC1=C(C=CC(=C1)NCC1=CC=C(C=C1)C(F)(F)F)NC([C@@H]([C@@H](CCCC)F)F)=O (2S,3R)-N-(2-Amino-4-((4-(trifluoromethyl)benzyl)amino)phenyl)-2,3-difluoroheptanamid